6-chloro-2-(2-methoxyphenyl)-1,3-dimethyl-1H-pyrrolo[3,2-c]pyridine ClC1=CC2=C(C=N1)C(=C(N2C)C2=C(C=CC=C2)OC)C